C[C@@](CC(=O)O)(C(=O)O)O (R)-(-)-citramalic acid